NC1=NC(=C(C(=N1)Cl)NC=O)Cl 2-amino-4,6-dichloro-5-formamido-pyrimidine